C1=NC=CC2=CC=CC(=C12)NC(C)=O N-isoquinolin-8-ylacetamide